1-(cyclopentylmethyl)-3-(4'-(trifluoromethyl)-[1,1'-biphenyl]-4-yl)piperidine C1(CCCC1)CN1CC(CCC1)C1=CC=C(C=C1)C1=CC=C(C=C1)C(F)(F)F